1,2-di(vinylphenyl)ethane C(=C)C1=C(C=CC=C1)CCC1=C(C=CC=C1)C=C